4-((4-(2-Isopropylthiazol-5-yl)pyridin-2-yl)((4-(4-methoxy-3-methylphenyl)bicyclo[2.2.2]octan-1-yl)methyl)carbamoyl)cyclohexyl-3-hydroxyazetidine C(C)(C)C=1SC(=CN1)C1=CC(=NC=C1)N(C(=O)C1CCC(CC1)N1CC(C1)O)CC12CCC(CC1)(CC2)C2=CC(=C(C=C2)OC)C